C(C)(C)(C)OC(=O)N1CCC2(CCN(CC2)CC2=CC(=C(C=C2)C2=CC=C(C=C2)Cl)CN2CCN(CC2)C2=CC=C(C(=O)O)C=C2)CC1 4-(4-((4-((9-(Tert-butoxycarbonyl)-3,9-diazaspiro[5.5]undecan-3-yl)methyl)-4'-chloro-[1,1'-biphenyl]-2-yl)methyl)piperazin-1-yl)benzoic acid